FOC(C1=C(C(=C(C(=O)O)C(=C1F)O)O)F)=O trifluoro-3,5-dihydroxyterephthalic acid